4-(3'-(cyclopentyloxy)-4'-methoxy-[1,1'-biphenyl]-3-yl)-1,2-oxaborol-2-ol C1(CCCC1)OC=1C=C(C=CC1OC)C1=CC(=CC=C1)C=1CB(OC1)O